C1=CC=CC=2C3=CC=CC=C3C(C12)COC(=O)N[C@H](C(=O)O)CP(=O)(OCC)OCC (R)-2-((((9H-Fluoren-9-yl)methoxy)carbonyl)amino)-3-(diethoxyphosphoryl)propanoic acid